(R)-5-(2-ethoxy-3-pyridyl)-1-[1-methylpropyl]-N-[(1-methylpyrazol-4-yl)methyl]pyrazolo[4,3-b]pyridin-7-amine C(C)OC1=NC=CC=C1C1=CC(=C2C(=N1)C=NN2[C@@H](CC)C)NCC=2C=NN(C2)C